C(=C)[Si](C1=CC=C(C=C1)[Si](OC)(OC)C=C)(OC)OC 1,4-bis(ethenyldimethoxysilyl)benzene